tert-butyl 3-((3-methyl-1-((methylsulfonyl)oxy)butan-2-yl)oxy)-1H-pyrazole-1-carboxylate CC(C(COS(=O)(=O)C)OC1=NN(C=C1)C(=O)OC(C)(C)C)C